FC(C1=CC=C(OCCC=2C=C3C(=CNC3=CC2)NC(OC(C)(C)C)=O)C=C1)(F)F tert-butyl N-(5-[2-[4-(trifluoromethyl)phenoxy]ethyl]-1H-indol-3-yl)carbamate